C(C)[Si](CCCCCCC(=O)N)(CC)CC 7-(triethylsilyl)heptanamide